FC(OC1=CC=C(C=C1)N1C(C(=NC=2C=NC(=NC12)NC1(CC1)C(F)(F)F)C1=CC2=CN(N=C2C=C1)C)=O)(F)F 8-(4-(Trifluoromethoxy)phenyl)-2-((1-(trifluoromethyl)cyclopropyl)amino)-6-(2-methyl-2H-Indazol-5-yl)pteridin-7(8H)-one